(1S,3R,4S,5R)-3-((5-chloro-4-(9-fluoro-1,4-dimethyl-3,4-dihydro-1H-benzo[4,5]imidazo[2,1-c][1,4]oxazin-7-yl)pyrimidin-2-yl)amino)-6,8-dioxabicyclo[3.2.1]octan-4-ol ClC=1C(=NC(=NC1)N[C@@H]1C[C@H]2CO[C@@H]([C@H]1O)O2)C2=CC1=C(N=C3C(OCC(N31)C)C)C(=C2)F